C1(CC1)[C@H]([C@@H](C(=O)O)C)C1=CC=C2CC[C@@H](NC2=C1)C1=CC=C(C=C1)C1=C(C=CC(=C1)OC)F |o1:15| (2S,3R)-3-cyclopropyl-3-((R or S)-2-(2'-fluoro-5'-methoxy-[1,1'-biphenyl]-4-yl)-1,2,3,4-tetrahydro-quinolin-7-yl)-2-methylpropanoic acid